FC1=CC=C(C=C1)N1N=CC=2C1=CN=C(C2)C=NS(=O)C(C)(C)C N-((1-(4-fluorophenyl)-1H-pyrazolo[3,4-c]pyridin-5-yl)methylene)-2-methylpropan-2-sulfinamide